O8-[2-(4,4-dioctoxybutanoyloxymethyl)-2-[[8-[(Z)-non-3-enoxy]-8-oxo-octanoyl]oxymethyl]-3-[4-(2-pyrrolidin-1-ylethylcarbamoyloxy)decanoyloxy]propyl] O1-[(Z)-non-3-enyl] octanedioate C(CCCCCCC(=O)OCC(COC(CCC(CCCCCC)OC(NCCN1CCCC1)=O)=O)(COC(CCCCCCC(=O)OCC\C=C/CCCCC)=O)COC(CCC(OCCCCCCCC)OCCCCCCCC)=O)(=O)OCC\C=C/CCCCC